FC1=CC(=C(C=C1C1=NOC(=C1C)C(F)(F)F)S)C 4-fluoro-2-methyl-5-(4-methyl-5-(trifluoromethyl)isoxazol-3-yl)benzenethiol